C(CCCCCCCCCCC)[N+]1=C(N(C2=C1C=CC=C2)C)C2=CC=CC=C2 1-dodecyl-3-methyl-2-phenylbenzimidazolium